(2,3-dihydrofuro[2,3-C]pyridin-7-yl)methylamine O1CCC=2C1=C(N=CC2)CN